(R)-5,5'-bis[bis(3,5-di-tert-butyl-4-methoxyphenyl)phosphino]-4,4'-bi-1,3-benzodioxole C(C)(C)(C)C=1C=C(C=C(C1OC)C(C)(C)C)P(C1=C(C2=C(OCO2)C=C1)C1=C(C=CC=2OCOC21)P(C2=CC(=C(C(=C2)C(C)(C)C)OC)C(C)(C)C)C2=CC(=C(C(=C2)C(C)(C)C)OC)C(C)(C)C)C2=CC(=C(C(=C2)C(C)(C)C)OC)C(C)(C)C